piperazin-1-yl(8-(trifluoromethyl)-2,3-dihydrobenzo[f][1,4]thiazepin-4(5H)-yl)methanone N1(CCNCC1)C(=O)N1CCSC2=C(C1)C=CC(=C2)C(F)(F)F